Cl.FC(OC[C@H]1[C@@H](C1)C1=NN=C(O1)[C@@H]1CC[C@H](CO1)N)(F)F (3r,6s)-6-(5-(trans-2-((trifluoromethoxy)methyl)cyclopropyl)-1,3,4-oxadiazol-2-yl)tetrahydro-2H-pyran-3-amine HCl salt